S1C=NC2=C1C=C(C=C2)\C=C\2/N=C(NC2=O)NC2=CC=C(C=C2)F (4Z)-4-(1,3-benzothiazol-6-ylmethylene)-2-(4-fluoroanilino)-1H-imidazol-5-one